3,3-difluoro-1-(8-methoxy-3,5-dihydro-2H-1,4-benzoxazepin-4-yl)-2,2-dimethyl-propan-1-one FC(C(C(=O)N1CCOC2=C(C1)C=CC(=C2)OC)(C)C)F